6-[tert-butoxycarbonyl-(methyl)amino]-3-iodo-4,5,6,7-tetrahydrobenzothiophene-2-carboxylic acid C(C)(C)(C)OC(=O)N(C1CC2=C(C(=C(S2)C(=O)O)I)CC1)C